3-fluoro-4-((7-methoxy-2-oxo-2,3-dihydro-1H-imidazo[4,5-c][1,8]naphthyridin-1-yl)methyl)benzenesulfonamide FC=1C=C(C=CC1CN1C(NC=2C=NC=3N=C(C=CC3C21)OC)=O)S(=O)(=O)N